6-(5-(((1R,2S,3S,5S)-2-fluoro-1,5-dimethyl-8-azabicyclo[3.2.1]octan-3-yl)(methyl)amino)pyrazin-2-yl)isoquinolin-7-ol F[C@@H]1[C@]2(CC[C@@](C[C@@H]1N(C=1N=CC(=NC1)C=1C=C3C=CN=CC3=CC1O)C)(N2)C)C